tert-Butyl((1S,2R)-1-([1,1'-biphenyl]-4-yl)-1-hydroxypropan-2-yl)carbamate C(C)(C)(C)OC(N[C@@H]([C@@H](O)C1=CC=C(C=C1)C1=CC=CC=C1)C)=O